iron(III) tripalmitate C(CCCCCCCCCCCCCCC)(=O)[O-].C(CCCCCCCCCCCCCCC)(=O)[O-].C(CCCCCCCCCCCCCCC)(=O)[O-].[Fe+3]